triethoxyisobutylsilane C(C)O[Si](CC(C)C)(OCC)OCC